n-Octadecyl-β-(3,5-di-tert-butyl-4-hydroxyphenyl)propanoate C(CCCCCCCCCCCCCCCCC)OC(CCC1=CC(=C(C(=C1)C(C)(C)C)O)C(C)(C)C)=O